C1(CC1)C=1N=NN(C1)[C@@H](C(=O)N1[C@H](C[C@@H](C1)O)C(=O)NC1CCN(CC1)C(C)C1=CC=NC=C1)C(C)(C)C (2R,4S)-1-[(2R)-2-(4-cyclopropyl-triazol-1-yl)-3,3-dimethyl-butyryl]-4-hydroxy-N-[1-[1-(4-pyridyl)ethyl]-4-piperidinyl]pyrrolidine-2-carboxamide